[Cl-].O[Si](CCC[N+](CCCCCCCCCCCCCCCCCC)(C)C)(O)O 3-(trihydroxysilyl)propyldimethyloctadecylammonium chloride